methyl 2-((5S)-2-(5-fluoro-3-oxo-3,4-dihydrospiro[benzo[b][1,4]oxazine-2,1'-cyclopropan]-7-yl)-5-methylpiperidin-1-yl)-2-oxoacetate FC1=CC(=CC=2OC3(CC3)C(NC21)=O)C2N(C[C@H](CC2)C)C(C(=O)OC)=O